tert-butyl 4-(4-(2-ethoxy-2-oxoethyl)phenyl)piperazine-1-carboxylate C(C)OC(CC1=CC=C(C=C1)N1CCN(CC1)C(=O)OC(C)(C)C)=O